The molecule is a hydrochloride obtained by combining (1R,2S)-tranylcypromine with one equivalent of hydrochloric acid. It contains a (1R,2S)-tranylcypromine(1+). It is an enantiomer of a (1S,2R)-tranylcypromine hydrochloride. C1[C@H]([C@@H]1N)C2=CC=CC=C2.Cl